FC(COC=1C(=C(C=CC1)S)C1=CC=CC=C1C(F)(F)F)F (2',2'-difluoroethoxy)-6-trifluoromethylphenyl-thiophenol